OC1=C(C=C(CC2=C(C=C(OCC3=CC(=NO3)O)C=C2C)C)C=C1)C(C)C 5-((4-(4-hydroxy-3-isopropylbenzyl)-3,5-dimethylphenoxy)methyl)isoxazol-3-ol